4-METHOXYPHENYLACETALDEHYDE COC1=CC=C(C=C1)CC=O